NC[C@H](C(=O)O)O (R)-3-amino-2-hydroxypropanoic acid